methyl 1-((6-(azetidin-3-yl)pyridin-3-yl)methyl)piperidine-4-carboxylate N1CC(C1)C1=CC=C(C=N1)CN1CCC(CC1)C(=O)OC